S1C=NC=2NC=3C=CC=CC3C21 [1,3]Thiazolo[4,5-b]Indole